C(C)(C)C1=C(NC2=CC=C(C=C12)C(=O)N1CCN(CCC1)C)C1=CC(=NC=C1)C (3-isopropyl-2-(2-methylpyridin-4-yl)-1H-indol-5-yl)(4-methyl-1,4-diazepan-1-yl)methanone